COC(CC=1N=CN(C1)CC(=O)OC(C)(C)C)=O [1-(2-tert-butoxy-2-oxoethyl)-1H-imidazol-4-yl]acetic acid methyl ester